(2R,3S)-3-(1-(2,4-dichlorobenzyl)-1H-pyrazol-3-yl)-2-(2,4-difluorophenyl)-1-(1H-tetrazol-1-yl)butan-2-ol ClC1=C(CN2N=C(C=C2)[C@@H]([C@@](CN2N=NN=C2)(O)C2=C(C=C(C=C2)F)F)C)C=CC(=C1)Cl